bis(10-hydroxybenzo[h]quinoline) zinc [Zn].OC1=CC=CC2=CC=C3C=CC=NC3=C21.OC2=CC=CC1=CC=C3C=CC=NC3=C12